C(C)(=O)NC=1C=2N=CN([C@H]3[C@H](O)[C@H](O)[C@@H](CO)O3)C2N=CN1 N-(acetyl)adenosine